6-(tert-butylamino)-4-(((1R,3R,4R)-3-hydroxy-4-methylcyclohexyl)amino)nicotinonitrile C(C)(C)(C)NC1=NC=C(C#N)C(=C1)N[C@H]1C[C@H]([C@@H](CC1)C)O